ClC=1C=C(C=CC1OCC1CC1)C1=CC(=CN=N1)C(=O)NCC1=C(C=CC=C1)S(=O)(=O)C 6-[3-chloro-4-(cyclopropylmethoxy)phenyl]-N-[(2-methylsulfonylphenyl)methyl]pyridazine-4-carboxamide